C1=CC(=C(C2=C1NC=C2O[C@H]3[C@@H]([C@H]([C@@H]([C@H](O3)C(=O)[O-])O)O)O)Cl)Br.[Na+] 5-Bromo-4-chloro-3-indolyl-beta-D-glucuronic Acid